2-cyclopenta-1,3-dienyl-ethyl butyrate C(CCC)(=O)OCCC1=CC=CC1